6-(hydroxymethyl)-N-(1-(4-methoxyphenyl)-2-oxo-2-((4-(trimethylsilyl)phenyl)amino)ethyl)-N-methylnicotinamide OCC1=NC=C(C(=O)N(C)C(C(NC2=CC=C(C=C2)[Si](C)(C)C)=O)C2=CC=C(C=C2)OC)C=C1